2-(2-chlorophenyl)-N-(4-((3-cyano-4-fluorophenoxy)methyl)-3-sulfamylphenyl)acetamide ClC1=C(C=CC=C1)CC(=O)NC1=CC(=C(C=C1)COC1=CC(=C(C=C1)F)C#N)S(N)(=O)=O